C[Al](OC1=C(C=C(C=C1C(C)(C)C)C)C(C)(C)C)OC1=C(C=C(C=C1C(C)(C)C)C)C(C)(C)C methylbis(2,6-di-tert-butyl-4-methylphenoxy)aluminum